C(C=CCCC)(=O)OCCC(=O)O beta-carboxyethyl hexenoate